N1(CCCCC1)C1=CC=C(C=N1)N 6-(piperidin-1-yl)pyridin-3-amine